Cl.Cl.C(C)OC([C@H](CCC1=NC2=C(N1C)C=CC(=C2)N(CCCl)CCCl)NC([C@H](C(C)C)N)=O)=O (2S)-2-[[(2S)-2-amino-3-methyl-butyryl]amino]-4-[5-[bis(2-chloroethyl)amino]-1-methyl-benzimidazol-2-yl]butanoic acid ethyl ester dihydrochloride